2-[[3-chloro-5-(trifluoromethyl)phenyl]amino]-N-(4-fluorophenyl)-N-methylacetamide ClC=1C=C(C=C(C1)C(F)(F)F)NCC(=O)N(C)C1=CC=C(C=C1)F